FC1=C(C=CC(=C1)F)N1N=CC=2C1=NC(=NC2O)N2C1CN(C(C2C1)=O)C 6-[1-(2,4-difluorophenyl)-4-hydroxy-pyrazolo[3,4-d]pyrimidin-6-yl]-3-methyl-3,6-diazabicyclo[3.1.1]heptan-2-one